[2-(2-Cyclopropyl-5,7-dihydropyrrolo[3,4-d]pyrimidin-6-yl)-3-fluoro-4-pyridinyl]methanol C1(CC1)C=1N=CC2=C(N1)CN(C2)C2=NC=CC(=C2F)CO